3-(4-((2-phenylethyl)sulfonamido)phenyl)-5-(pyridin-2-ylamino)-1H-pyrazole C1(=CC=CC=C1)CCS(=O)(=O)NC1=CC=C(C=C1)C1=NNC(=C1)NC1=NC=CC=C1